C(CCCCCCC\C=C/CCCCCCCC)(=O)O.C(CCCCCCC\C=C/CCCCCCCC)(=O)O.C(CCCCCCC\C=C/CCCCCCCC)(=O)O.C(O)C(CC)(CO)CO trimethylolpropane tri(oleate)